2-((5,7-diphenylpyrazolo[1,5-a]pyrimidine-2-carboxamido)methyl)pyrrolidine-1-carboxylate C1(=CC=CC=C1)C1=NC=2N(C(=C1)C1=CC=CC=C1)N=C(C2)C(=O)NCC2N(CCC2)C(=O)[O-]